3-acetamido-5-((2,3-dihydroxypropyl)carbamoyl)-2,4,6-triiodobenzoyl chloride C(C)(=O)NC=1C(=C(C(=O)Cl)C(=C(C1I)C(NCC(CO)O)=O)I)I